(1R,5S,6r)-3-(5-(3-cyano-6-(2-hydroxy-2-methylpropoxy)pyrazolo[1,5-a]pyridin-4-yl)pyridin-2-yl)-N-((6-methoxypyridin-3-yl)methyl)-3-azabicyclo[3.1.0]hexane-6-carboxamide C(#N)C=1C=NN2C1C(=CC(=C2)OCC(C)(C)O)C=2C=CC(=NC2)N2C[C@H]1C([C@H]1C2)C(=O)NCC=2C=NC(=CC2)OC